BrC=1C=NC(=NC1)C1(CC(C1)(C#N)CF)O (1R,3r)-3-(5-bromopyrimidin-2-yl)-1-(fluoromethyl)-3-hydroxycyclobutane-1-carbonitrile